2-Iso-Butyl-2-Oxazoline C(C(C)C)C=1OCCN1